(2-methoxyethoxy)benzene-1,2-diamine COCCOC1=C(C(=CC=C1)N)N